(1r,3s,5r)-3-((6-bromo-5-fluoro-3-methylpyridin-2-yl)carbamoyl)-2-azabicyclo[3.1.0]hexane-2-carboxylic acid tert-butyl ester C(C)(C)(C)OC(=O)N1[C@@H]2C[C@@H]2C[C@H]1C(NC1=NC(=C(C=C1C)F)Br)=O